C1=C(C=CC2=CC=CC=C12)NC(C=C(S(=O)(=O)C1=CC=C(C)C=C1)F)=O N-(naphthalene-2-yl)-3-fluoro-3-(p-toluenesulfonyl)acrylamide